F[C@H]1CN(C[C@@H](C1)NC1=NC=C(C=N1)C(F)(F)F)C1=NC2=C(N1C)C=C(C(=C2)N)C 2-((3R,5R)-3-fluoro-5-((5-(trifluoromethyl)pyrimidin-2-yl)amino)piperidin-1-yl)-1,6-dimethyl-1H-benzo[d]imidazol-5-amine